OC[C@@H]1[C@H](C1)COC=1C=C(C=C(C1)[N+](=O)[O-])S(=O)(=O)N(CC1=CC=C(C=C1)OC)CC1=CC=C(C=C1)OC 3-(((1S,2S)-2-(hydroxymethyl)cyclopropyl)methoxy)-N,N-bis(4-methoxybenzyl)-5-nitrobenzenesulfonamide